E-3-propyl propionate C(CC)(=O)OCCC